CC1=C(SC=2N=CN=C(C21)N2CC1=C(CC2)N=C(S1)N)C 5-(5,6-dimethylthieno[2,3-d]pyrimidin-4-yl)-4,5,6,7-tetrahydro-thiazolo[5,4-c]pyridin-2-amine